C1(=CC=CC=C1)C1CNCCC1 3-phenylpiperidin